NC=1C(=CC(=C(C1)N1C(C2=CC=C(C=C2CC1)C1=CC=CC=C1)=O)C)OCOCCOC 2-(5-amino-4-((2-methoxyethoxy)methoxy)-2-methylphenyl)-6-phenyl-3,4-dihydroisoquinolin-1(2H)-one